deoxyguanosine [C@@H]1(C[C@H](O)[C@@H](CO)O1)N1C=NC=2C(=O)NC(N)=NC12